N(=[N+]=[N-])[C@H]([C@@H]1[C@@]2(C[C@H]3C[C@](C[C@@H]1C3)(C2)Cl)O)C=2C=NC=CC2 (1s,2R,3s,5s,7s)-2-((R)-azido(pyridin-3-yl)methyl)-5-chloroadamantan-1-ol